C(C=C)N1S(N(CC=2C=C(C=3C(=CNC3C21)Cl)Cl)CC2=CC=C(C=C2)[N+](=O)[O-])(=O)=O 1-allyl-6,7-dichloro-3-(4-nitrobenzyl)-1,3,4,9-tetrahydro-[1,2,6]thiadiazino[4,3-g]indole 2,2-dioxide